2-Oxo-1-(4,7,10-tris(2-(tert-butoxy)-2-oxoethyl)-1,4,7,10-tetraazacyclododecan-1-yl)-6,9,12,15,18,21-hexaoxa-3-azatetracosan-24-oic acid O=C(CN1CCN(CCN(CCN(CC1)CC(OC(C)(C)C)=O)CC(OC(C)(C)C)=O)CC(=O)OC(C)(C)C)NCCOCCOCCOCCOCCOCCOCCC(=O)O